benzyl 3-(2-chloroacetamido)-4-hydroxypyrrolidine-1-carboxylate ClCC(=O)NC1CN(CC1O)C(=O)OCC1=CC=CC=C1